4-chloro-7-(2,4-dimethoxybenzyl)-5,5-dimethyl-6,7-dihydro-5H-pyrrolo[2,3-d]pyrimidin-6-ol ClC=1C2=C(N=CN1)N(C(C2(C)C)O)CC2=C(C=C(C=C2)OC)OC